COC1=C(C(=CC=C1)OC)C=1C(=C(C(=NC1COCC)O)C(=O)N1CCN(CC1)CC1=CC(=CC=C1)F)O 5-(2,6-dimethoxyphenyl)-6-(ethoxymethyl)-3-{4-[(3-fluorophenyl)methyl]piperazine-1-carbonyl}pyridine-2,4-diol